BrC=1C(CCC2=C(C1C1=CC=C(C=C3CN(C3)C(=O)OC(C)(C)C)C=C1)C=CC(=C2)C(=O)OC)C tert-butyl 3-(4-(8-bromo-3-(methoxycarbonyl)-7-methyl-6,7-dihydro-5H-benzo[7]annulen-9-yl)benzylidene)azetidine-1-carboxylate